NC=1C(=C(C(=CC1C(=O)OC)C=CC#N)C1=C(C(=CC=C1)Cl)Cl)F methyl 3-amino-2',3'-dichloro-6-(2-cyanovinyl)-2-fluoro-[1,1'-biphenyl]-4-carboxylate